CCCCCCCCCC[C@@H]1[C@@H](O1)CCCCC(C)C CIS-7,8-EPOXY-2-METHYLOCTADECANE